(±)-8-(2-hydroxy-2-methylcyclopentyl)-6-(difluoromethyl-d)-2-((1-((methyl-d3)sulfonyl)piperidin-4-yl-4-d)-amino)pyrido[2,3-d]pyrimidin-7(8H)-one OC1(C(CCC1)N1C(C(=CC2=C1N=C(N=C2)NC2(CCN(CC2)S(=O)(=O)C([2H])([2H])[2H])[2H])C([2H])(F)F)=O)C